propane-1,2-diol diacrylate C(C=C)(=O)OCC(C)OC(C=C)=O